COC=1C=C2C(=CNC2=CC1)CCN(C)C 2-(5-methoxy-1H-indol-3-yl)-N,N-dimethylethanamine